6-(Methyl-(3-((methylsulfonyl)oxy)propyl)amino)quinoline-4-carboxylic acid CN(C=1C=C2C(=CC=NC2=CC1)C(=O)O)CCCOS(=O)(=O)C